C(C#CCC#CCCC)O nonane-2,5-diyn-1-ol